4-bromo-2-(tetrahydro-2H-pyran-4-yl)pyridine BrC1=CC(=NC=C1)C1CCOCC1